tert-butyl 3-(3-(4-(tert-butyl)benzyl)-1,2,4-oxadiazol-5-yl)-2-(diethoxyphosphoryl)propanoate C(C)(C)(C)C1=CC=C(CC2=NOC(=N2)CC(C(=O)OC(C)(C)C)P(=O)(OCC)OCC)C=C1